7-bromo-N-(4-(chlorodifluoromethoxy)phenyl)-1-isopropyl-2-methoxy-1H-benzo[d]Imidazole-5-carboxamide BrC1=CC(=CC2=C1N(C(=N2)OC)C(C)C)C(=O)NC2=CC=C(C=C2)OC(F)(F)Cl